BrC1=C(C=C(C=C1)O)C(F)F 4-bromo-3-(difluoromethyl)phenol